C(C)(C)(C)PC1=C(C(=CC=C1OC)OC)C1=C(C=C(C=C1C(C)C)C(C)C)C(C)C tert-butyl(2',4',6'-triisopropyl-3,6-dimethoxy-[1,1'-biphenyl]-2-yl)phosphine